C(C)(C)(C)[Si](OCCN1CCN(CC1)CC1=C(C=C(N)C=C1)C(F)(F)F)(C1=CC=CC=C1)C1=CC=CC=C1 4-((4-(2-((tert-butyl-diphenyl-silyl)oxy)ethyl)piperazin-1-yl)methyl)-3-(trifluoromethyl)aniline